iridium(I) chloride [Ir]Cl